FC=1C=C2C(=C(NC2=C(C1)F)C1=CC=C(C=C1)F)C1CC(C1)N[C@@H]1C(NCC1)=O (3S)-3-[[3-[5,7-difluoro-2-(4-fluorophenyl)-1H-indol-3-yl]cyclobutyl]-amino]pyrrolidin-2-one